C([C@H](O)C)(=O)O R-(-)-lactic acid